4-(2-fluoro-6-methoxy-3-methylphenyl)-6-methylnicotinic acid FC1=C(C(=CC=C1C)OC)C1=CC(=NC=C1C(=O)O)C